tert-Butyl N-[6-benzyloxy-13-(2-methoxyethyl)-6,15-bis(trifluoromethyl)-19-oxa-3,4,13,18-tetrazatricyclo[12.3.1.12,5]nonadeca-1(17),2,4,9,14(18),15-hexaen-17-yl]carbamate C(C1=CC=CC=C1)OC1(C2=NN=C(C3=C(C=C(C(N(CCC=CCC1)CCOC)=N3)C(F)(F)F)NC(OC(C)(C)C)=O)O2)C(F)(F)F